N-(4-((2-(1,1-difluoroethyl)-6-(1-(2,2,2-trifluoroethyl)-1H-pyrazol-4-yl)pyrimidin-4-yl)amino)-5-ethoxypyridin-2-yl)acetamide FC(C)(F)C1=NC(=CC(=N1)NC1=CC(=NC=C1OCC)NC(C)=O)C=1C=NN(C1)CC(F)(F)F